(S)-4-(3-(4-(4-(2-aminopropionyl)piperazin-1-yl)phenyl)-6-oxo-1H-pyrazolo[4,3-c]pyridazin-5(6H)-yl)-3-fluoro-5-methylbenzonitrile hydrochloride Cl.N[C@H](C(=O)N1CCN(CC1)C1=CC=C(C=C1)C1=NNC=2C1=NN(C(C2)=O)C2=C(C=C(C#N)C=C2C)F)C